OC1(CCCCC1)C1C(CCC1)=O 2-(1-hydroxycyclohexyl)-cyclopentanone